5-(oct-1,7-diynyl)-2'-deoxyuridine 5'-triphosphate P(O)(=O)(OP(=O)(O)OP(=O)(O)O)OC[C@@H]1[C@H](C[C@@H](O1)N1C(=O)NC(=O)C(=C1)C#CCCCCC#C)O